(S)-2-(3-(cyclobutyl(4-methyl-4H-1,2,4-triazol-3-yl)methyl)phenyl)-6-(((1-methylcyclobutyl)amino)methyl)-4-(trifluoromethyl)isoindolin-1-one C1(CCC1)[C@@H](C=1C=C(C=CC1)N1C(C2=CC(=CC(=C2C1)C(F)(F)F)CNC1(CCC1)C)=O)C1=NN=CN1C